4-(1,4-naphthoquinone-2-yl)butyric acid C1(C(=CC(C2=CC=CC=C12)=O)CCCC(=O)O)=O